(4-(bis(9,9-dimethyl-9H-fluoren-2-yl)amino)phenyl)boronic acid CC1(C2=CC=CC=C2C=2C=CC(=CC12)N(C1=CC=C(C=C1)B(O)O)C1=CC=2C(C3=CC=CC=C3C2C=C1)(C)C)C